10,10'-(2',5'-bis(4-(1-methyl-1H-benzo[d]imidazol-2-yl)phenyl)-[1,1':3',1''-terphenyl]-3,3''-diyl)bis(5-methyl-5,10-dihydrophenazine) CN1C(=NC2=C1C=CC=C2)C2=CC=C(C=C2)C2=C(C=C(C=C2C2=CC(=CC=C2)N2C1=CC=CC=C1N(C=1C=CC=CC21)C)C2=CC=C(C=C2)C2=NC1=C(N2C)C=CC=C1)C1=CC(=CC=C1)N1C2=CC=CC=C2N(C=2C=CC=CC12)C